C(C=C)N1N(C2=NC(=NC=C2C1=O)NC1=CC=C(C=C1)C(CO)O)C1=CC=C2C(=N1)[C@@](CC2)(O)CC 2-allyl-6-[4-(1,2-dihydroxyethyl)anilino]-1-[(7R)-7-ethyl-7-hydroxy-5,6-dihydrocyclopenta[b]pyridin-2-yl]pyrazolo[3,4-d]pyrimidin-3-one